COC(C1=C(N=C(C=C1)C1=CC=C(C=C1)C(C)(C)C)C)=O 6-(4-tert-butyl-phenyl)-2-methyl-nicotinic acid methyl ester